(R)-2-((1-(2-(4-((4-acetylpiperazin-1-yl)methyl)phenyl)-3,6-dimethyl-4-oxo-4H-chromen-8-yl)ethyl)amino)benzoic acid C(C)(=O)N1CCN(CC1)CC1=CC=C(C=C1)C=1OC2=C(C=C(C=C2C(C1C)=O)C)[C@@H](C)NC1=C(C(=O)O)C=CC=C1